1-(3,5-difluorobenzyl)-8-(1-(2,2-difluoroethyl)-1H-pyrazolo[3,4-b]pyrazin-6-yl)-3-(2-(trifluoromethyl)pyridin-4-yl)-1,3,8-triazaspiro[4.5]decane-2,4-dione FC=1C=C(CN2C(N(C(C23CCN(CC3)C3=CN=C2C(=N3)N(N=C2)CC(F)F)=O)C2=CC(=NC=C2)C(F)(F)F)=O)C=C(C1)F